2,5-diamino-para-xylene NC1=C(C=C(C(=C1)C)N)C